(2-amino-3-(3-((6-((3-fluorophenyl)amino)pyridin-3-yl)methyl)isoxazol-5-yl)pyridin-1-ium-1-yl)methyl hydrogen phosphate P(=O)(OC[N+]1=C(C(=CC=C1)C1=CC(=NO1)CC=1C=NC(=CC1)NC1=CC(=CC=C1)F)N)(O)[O-]